CC1C(N(CCC1)S(=O)(=O)N)(C)C trimethylpiperidine-1-sulfonamide